triphenylsilyl thiol C1(=CC=CC=C1)[Si](C1=CC=CC=C1)(C1=CC=CC=C1)S